(6-Hydroxy-9-(4-phenylpiperidin-1-yl)-[1,2,4]triazolo[5,1-a]isoquinoline-5-carbonyl)glycine OC1=C(N2C(C3=CC(=CC=C13)N1CCC(CC1)C1=CC=CC=C1)=NC=N2)C(=O)NCC(=O)O